S(=O)(=O)(O)C=1NC=CC1 Sulfopyrrole